ClC1=C(C(=CC=C1)F)C1=N[C@H](C2=NN=C(N2C=2SC=3CCCOCC3C12)C)C (7S)-9-(2-chloro-6-fluoro-phenyl)-3,7-dimethyl-13-oxa-18-thia-2,4,5,8-tetraazatetracyclo[8.8.0.02,6.011,17]octadeca-1(10),3,5,8,11(17)-pentaene